COCCOCCOC=1C=C(C(=O)N[C@H](C)C2=CC=CC3=CC=CC=C23)C=CC1C (R)-3-(2-(2-methoxyethoxy)ethoxy)-4-methyl-N-(1-(naphthalen-1-yl)ethyl)benzamide